O=C(CCCN1CCN(CC1)C(=O)OC(C)(C)C)NC=1C=CC=C2C(=CC=NC12)C(NCC(N1[C@@H](CCC1)C(C(NCC1=CC(=C(C(=C1)OC)OC)OC)=O)=O)=O)=O tert-butyl (S)-4-(4-oxo-4-((4-((2-oxo-2-(2-(2-oxo-2-((3,4,5-trimethoxybenzyl)amino)acetyl)pyrrolidin-1-yl)ethyl)carbamoyl)quinolin-8-yl)amino)butyl)piperazine-1-carboxylate